COC=1C=C2CCN(C(C2=CC1OC)CC1=CC(=C(C=C1)O)OC1=CC=C(C=C1)CC1N(CCC2=CC(=C(C=C12)OC)OC)C)C 4-[(6,7-Dimethoxy-2-methyl-3,4-dihydro-1H-isoquinolin-1-yl)methyl]-2-[4-[(6,7-Dimethoxy-2-methyl-3,4-dihydro-1H-isoquinolin-1-yl)methyl]phenoxy]phenol